C1(=CC=CC2=CC=CC=C12)CN1C=C2NCN=CC2=C1 6-(naphthalen-1-ylmethyl)-1,6-dihydro-2H-pyrrolo[3,4-d]Pyrimidine